C(C)(=O)O[C@@H](C(=O)OCC)CC1=C(C=CC(=C1)Br)OCC1=NC(=NC=C1)C1=C(C=CC=C1)OC (R)-ethyl 2-acetoxy-3-(5-bromo-2-((2-(2-methoxyphenyl)pyrimidin-4-yl)methoxy)phenyl)propanoate